ClC1=C(C=CC=C1)N1C=NC2=C1C1=C(OC2=O)C=CC=C1 2-Chlorophenyl-[1]benzopyrano[3,4-d]imidazol-4(1H)-one